1,1,1,3,3,3-Hexafluoropropan-2-yl (S)-1-((4-methyltetrahydro-2H-pyran-4-yl)carbamoyl)-6-azaspiro[2.5]octan-6-carboxylat CC1(CCOCC1)NC(=O)[C@H]1CC12CCN(CC2)C(=O)OC(C(F)(F)F)C(F)(F)F